COC(=O)[C@H]1N(CC2=CC=C(C(=C2C1)OCC1=NC=C(C=C1)OC)OC)C=1OC2=C(N1)C=CC(=C2)C#N (S)-2-(6-cyanobenzo[d]oxazol-2-yl)-6-methoxy-5-((5-methoxypyridin-2-yl)methoxy)-1,2,3,4-tetrahydroisoquinoline-3-carboxylic acid methyl ester